Methyl (1-(4-fluoro-3-(trifluoromethyl)phenyl)cyclopropyl)((1-methylazetidin-2-yl)methyl)carbamate FC1=C(C=C(C=C1)C1(CC1)N(C(OC)=O)CC1N(CC1)C)C(F)(F)F